tert-butyl 6-(4-(2-(2-ethoxy-1-((R)-6-fluoro-6,7-dihydro-5H-pyrrolo[1,2-c]imidazol-1-yl)-2-oxoethyl)-7-fluoro-3-oxoisoindolin-5-yl)phenyl)-2,6-diazaspiro[3.3]heptane-2-carboxylate C(C)OC(C(C1=C2N(C=N1)C[C@@H](C2)F)N2CC1=C(C=C(C=C1C2=O)C2=CC=C(C=C2)N2CC1(CN(C1)C(=O)OC(C)(C)C)C2)F)=O